CC1=CC(=NC=C1)C1=CC=C2C=CN(C2=C1)C1=CC=CC(=N1)C(=O)O 6-(6-(4-methylpyridin-2-yl)-1H-indol-1-yl)picolinic acid